N-methyl-5,5-dioxo-5λ6-thiaspiro[2.4]heptane-7-carboxamide CNC(=O)C1CS(CC12CC2)(=O)=O